3-CHLORO-6-METHYL-PYRIDINE-2-CARBALDEHYDE ClC=1C(=NC(=CC1)C)C=O